(E)-3-{2-[3-(2,4-diamino-6-ethylpyrimidin-5-yloxy)propoxy]-4-methoxyphenyl}acrylic acid NC1=NC(=C(C(=N1)N)OCCCOC1=C(C=CC(=C1)OC)/C=C/C(=O)O)CC